Di-tert-butyl diformate C(=O)OC(C)(C)C.C(=O)OC(C)(C)C